(R)-6-bromo-4-((1-(3-(difluoromethyl)-2-fluorophenyl)prop-2-yn-1-yl)amino)-8-methylpyrido[2,3-d]pyrimidin-7(8H)-one BrC1=CC2=C(N=CN=C2N[C@H](C#C)C2=C(C(=CC=C2)C(F)F)F)N(C1=O)C